NC1=C2C(=C3C(=N1)C=CS3)NC(=N2)COCC 4-amino-2-(ethoxymethyl)-1H-imidazo[4,5-d]thieno[3,2-b]pyridin